ClC1=C(C=C(OCC(=O)NC23CC(C(CC2)(CC3)C=3OC(=NN3)S)O)C=C1)F 2-(4-chloro-3-fluorophenoxy)-N-[3-hydroxy-4-(5-sulfanyl-1,3,4-oxadiazol-2-yl)bicyclo[2.2.2]oct-1-yl]acetamide